N-(3-cyclopropyl-1H-pyrazol-5-yl)-2-(1-(5-methylthiazol-2-yl)-1H-pyrazol-3-yl)acetamide C1(CC1)C1=NNC(=C1)NC(CC1=NN(C=C1)C=1SC(=CN1)C)=O